(3-chlorophenyl)(2-iodophenyl)sulfane ClC=1C=C(C=CC1)SC1=C(C=CC=C1)I